(Z)-3-((1H-pyrrol-2-yl)methylene)-7-fluoro-5-(8-methyl-2,3-dihydro-1H-pyrido[2,3-b][1,4]oxazin-7-yl)indolin-2-one N1C(=CC=C1)\C=C\1/C(NC2=C(C=C(C=C12)C1=C(C2=C(OCCN2)N=C1)C)F)=O